C1(=CC(O)=CC(O)=C1)\C=C\C1=CC=C(O)C=C1 trans-E-resveratrol